N-(pentan-2-yl)benzene-1,4-diamine CC(CCC)NC1=CC=C(C=C1)N